OC1=C(N2C(C3=CC(=CC=C13)C)=NC=N2)C(=O)OC methyl 6-hydroxy-9-methyl-[1,2,4]triazolo[5,1-a]isoquinoline-5-carboxylate